7-(3-(3-(6-Fluoropyridin-3-yl)-3,8-diazabicyclo[3.2.1]octan-8-yl)propyl)-1,6-naphthyridin-5(6H)-one FC1=CC=C(C=N1)N1CC2CCC(C1)N2CCCC=2NC(C=1C=CC=NC1C2)=O